2-(dimethylamino)-1-(2-(3-isopropyl-2-(2-methylpyridin-4-yl)-1H-indol-5-yl)-4,7-dihydrothieno[2,3-c]pyridin-6(5H)-yl)ethan-1-one CN(CC(=O)N1CC2=C(CC1)C=C(S2)C=2C=C1C(=C(NC1=CC2)C2=CC(=NC=C2)C)C(C)C)C